4-(1-(2-hydroxy-2-methylpropanoyl)indolin-5-yl)-N-(pyridin-3-ylmethyl)benzamide OC(C(=O)N1CCC2=CC(=CC=C12)C1=CC=C(C(=O)NCC=2C=NC=CC2)C=C1)(C)C